C1N(CC12CNC2)CC2=CC=C1C(=NN(C1=C2)C)N2C(NC(CC2)=O)=O 1-{6-[(2,6-diazaspiro[3.3]heptan-2-yl)methyl]-1-methyl-1H-indazol-3-yl}-1,3-diazinane-2,4-dione